C(C)OC1=CSC(=C1)C1=NC=NC(=C1)NCCC1=CC(=CC=C1)F 3-Ethoxy-5-{6-[2-(3-fluoro-phenyl)-ethylamino]-pyrimidin-4-yl}-thiophene